C(C1=CC=CC=C1)OC(=O)[C@H]1N(C[C@@H](C1)CC1=CC=C(C=C1)C(F)(F)F)C(CNC(C1=CC=C(C=C1)OC1=CC=CC=C1)=O)=O (2S,4R)-1-((4-phenoxybenzoyl)glycyl)-4-(4-(trifluoromethyl)benzyl)-pyrrolidine-2-carboxylic acid benzyl ester